Cl.FC1(CC(C1)N)F difluorocyclobutan-1-amine hydrochloride